(2-((5-chloro-2-((1,5-dimethyl-1H-indazol-6-yl)amino)pyrimidin-4-yl)amino)phenyl)dimethylphosphine ClC=1C(=NC(=NC1)NC1=C(C=C2C=NN(C2=C1)C)C)NC1=C(C=CC=C1)P(C)C